N1(C=NC=C1)C1=CC=C(N=N1)C(=O)NC1=C(C(=O)[O-])C=C(C(=C1)CCOC1=C(C=C(C(=C1)NC(=O)C=1C=CC=2N(N1)N=NN2)C(=O)[O-])F)F.[Li+].[Li+] lithium 2-(6-(1H-imidazol-1-yl)pyridazine-3-carboxamido)-4-(2-(4-carboxylato-2-fluoro-5-(tetrazolo[1,5-b]pyridazine-6-carboxamido)phenoxy)ethyl)-5-fluorobenzoate